(2-methyl-3-((2,2,3-trimethylcyclopentyl)methyl)cyclopropyl)methanol CC1C(C1CC1C(C(CC1)C)(C)C)CO